di-methyloctadecyl(3-(trimethoxysilyl)propyl)-ammonium chloride [Cl-].C[N+](CCC[Si](OC)(OC)OC)(CCCCCCCCCCCCCCCCCC)C